4-bromo-N-(5-cyano-6-(4,4-difluoropiperidin-1-yl)pyridin-2-yl)-2-(6-azaspiro[2.5]octan-6-yl)benzamide BrC1=CC(=C(C(=O)NC2=NC(=C(C=C2)C#N)N2CCC(CC2)(F)F)C=C1)N1CCC2(CC2)CC1